Ethyl (6R)-5-(3,4-dichlorobenzoyl)-2-(2-{[(1R)-1-(4-fluorophenyl)ethyl]amino}ethyl)-6-methyl-4,5,6,7-tetrahydro-2H-pyrazolo[4,3-c]pyridine-3-carboxylate ClC=1C=C(C(=O)N2CC=3C(C[C@H]2C)=NN(C3C(=O)OCC)CCN[C@H](C)C3=CC=C(C=C3)F)C=CC1Cl